3-(3-(4-methoxyphenyl)bicyclo[1.1.1]pentan-1-yl)-2-(1H-pyrrol-1-yl)benzoic acid COC1=CC=C(C=C1)C12CC(C1)(C2)C=2C(=C(C(=O)O)C=CC2)N2C=CC=C2